NC1=NC=2C=CC(=CC2C2=C1C=NN2C)C(=O)N(C)[C@@H]2COCC1=NC(=CC=C12)Br 4-amino-N-((5S)-2-bromo-5,8-dihydro-6H-pyrano[3,4-b]-pyridin-5-yl)-N,1-dimethyl-1H-pyrazolo[4,3-c]quinoline-8-carboxamide